NC1=C(C=CC=C1)NC1=CC2=C(C(C3=C(CC2)C=C(C=C3)OC[C@@H](CO)O)=O)C=C1 (R)-2-(2-aminophenylamino)-8-(2,3-dihydroxypropoxy)-10,11-dihydrodibenzo[a,d]cyclohepten-5-one